CC1=CC(C(CC1)C(=C)C)C1=C(C=C(C=C1O)CCC1=CC=CC=C1)O 2-[3-methyl-6-(prop-1-en-2-yl)cyclohex-2-en-1-yl]-5-(2-phenylethyl)benzene-1,3-diol